2-(3-(fluoro(4-methyl-4H-1,2,4-triazol-3-yl)(oxetan-3-yl)methyl)phenyl)-6-(((1-methylcyclobutyl)amino)methyl)-4-(trifluoromethyl)isoindolin-1-one FC(C=1C=C(C=CC1)N1C(C2=CC(=CC(=C2C1)C(F)(F)F)CNC1(CCC1)C)=O)(C1COC1)C1=NN=CN1C